4'-chloro-7'-(phenylsulfonyl)-6',7'-dihydrospiro[cyclobutane-1,5'-pyrrolo[2,3-d]pyrimidine] ClC=1C2=C(N=CN1)N(CC21CCC1)S(=O)(=O)C1=CC=CC=C1